COC(=O)C1=CC2=C(N(C(=N2)NCC2=NC=C(C(=C2C)OC)C)CCC2=CC=CC=C2)C=C1 2-(((4-methoxy-3,5-dimethylpyridin-2-yl)methyl)amino)-1-phenethyl-1H-benzo[d]imidazole-5-carboxylic acid methyl ester